NC1=C(C=CC=C1)N1CCN(CC1)C(=O)OC(C)(C)C t-butyl 4-(2-aminophenyl)piperazine-1-carboxylate